4-((5-(5-chlorothiophen-2-yl)-1H-pyrazol-3-yl)amino)-3-methylphenol ClC1=CC=C(S1)C1=CC(=NN1)NC1=C(C=C(C=C1)O)C